ClC=1C=C2C(=NC(=NC2=C(C1C1=C2C=NNC2=CC=C1C)F)OC[C@H]1N(CCC1)C)N1CCNCC(C1)(F)F 6-chloro-4-(6,6-difluoro-1,4-diazepan-1-yl)-8-fluoro-7-(5-methyl-1H-indazol-4-yl)-2-(((S)-1-methylpyrrolidin-2-yl)methoxy)quinazoline